2-((5-bromo-2-methyl-2H-1,2,3-triazol-4-yl)methyl)-6-(trifluoromethyl)-5,6,7,8-tetrahydroimidazo[1,2-a]pyridine BrC=1C(=NN(N1)C)CC=1N=C2N(CC(CC2)C(F)(F)F)C1